ClC1=C(C=CC(=C1)Cl)[C@@H](C)NC=1C=2C(N=C(C1)N1CC(C1)[C@@H]1CN(CCC1)CCO)=NON2 2-[(3R)-3-[1-(7-{[(1R)-1-(2,4-dichlorophenyl)ethyl]amino}-[1,2,5]oxadiazolo[3,4-b]pyridin-5-yl)azetidin-3-yl]piperidin-1-yl]ethanol